FC1=CC2=C(N(C(CN2)=O)C)N=C1OCCNC[C@@H]1CN(C(O1)=O)C1=NC2=C(SCC(N2)=O)N=C1 (R)-5-(((2-((7-fluoro-4-methyl-3-oxo-1,2,3,4-tetrahydropyrido[2,3-b]pyrazin-6-yl)oxy)ethyl)amino)methyl)-3-(3-oxo-3,4-dihydro-2H-pyrazino[2,3-b][1,4]thiazin-6-yl)oxazolidin-2-one